Cl.C1(CC1)C1=CN=C(C2=CC=CC(=C12)S(=O)(=O)N1[C@@H](CNCCC1)C)OC (R)-4-cyclopropyl-1-methoxy-5-((2-methyl-1,4-diazepan-1-yl)sulfonyl)isoquinoline hydrochloride